C(C)C(CN1C(C2=CC=C(C=3C2=C(C1=O)C=CC3C)C)=O)CCCC 2-(2-ethylhexyl)-6,7-dimethyl-1H-benzo[de]isoquinoline-1,3(2H)-dione